C(C)(=O)NC1=C(C(=O)NC2=NC=C(C=C2)C)C=CC=C1 acetamido-N-(5-methylpyridin-2-yl)benzamide